BrC=1C=C(C(=NC1)CNC(C1=C(N=CC=C1Cl)Cl)=O)Cl N-[(5-bromo-3-chloro-pyridin-2-yl)-methyl]-2,4-dichloro-nicotinamide